(Z)-3-fluoro-N-hexyl-3-indol-1-yl-acrylamide F\C(=C/C(=O)NCCCCCC)\N1C=CC2=CC=CC=C12